((7-bromo-5-(3-(difluoromethylene)azetidin-1-yl)-4-oxo-3,4-dihydro-phthalazin-1-yl)methyl)carbamic acid tert-butyl ester C(C)(C)(C)OC(NCC1=NNC(C2=C(C=C(C=C12)Br)N1CC(C1)=C(F)F)=O)=O